ethyl 2,3-dihydro-1H-pyrrolo[3,4-c]pyridine-6-carboxylate 2,2,2-trifluoroacetate FC(C(=O)O)(F)F.C1NCC=2C=NC(=CC21)C(=O)OCC